(S)-3-methyl-1,4-oxazepan C[C@H]1COCCCN1